2-(4-Chloro-5-(2-methyl-4-(methylthio)phenyl)-1H-imidazol-2-yl)-5-fluoropyridine ClC=1N=C(NC1C1=C(C=C(C=C1)SC)C)C1=NC=C(C=C1)F